ClC1=CC=C2C(=C1)NC([C@@]21[C@@H](N[C@H]([C@@H]1C1=C(C(=CC=C1)Cl)F)C(=O)OC(C)(C)C)CC(C)(C)C)=O tert-butyl (2'S,3R,4'S,5'R)-6-chloro-4'-(3-chloro-2-fluorophenyl)-2'-(2,2-dimethylpropyl)-2-oxo-1H-spiro[indole-3,3'-pyrrolidine]-5'-carboxylate